C(C)(C)(C)OC(NC12C[C@H]3N([C@H](CC(C1)C3)C2)C2=NC=C(C=C2)C=2C=3N(C=C(C2)C=2C=NN(C2)C)N=CC3C#N)=O ((1R,3S,5s,7s)-2-(5-(3-cyano-6-(1-methyl-1H-pyrazol-4-yl)pyrazolo[1,5-a]pyridin-4-yl)pyridin-2-yl)-2-azaadamantan-5-yl)carbamic acid tert-butyl ester